sodium montanate salt C(CCCCCCCCCCCCCCCCCCCCCCCCCCC)(=O)[O-].[Na+]